N-[(6-Amino-2-pyridyl)sulfonyl]-5-(6-methoxy-2-pyridyl)-2-(2,2,4-trimethylpyrrolidin-1-yl)pyridin-3-carboxamid NC1=CC=CC(=N1)S(=O)(=O)NC(=O)C=1C(=NC=C(C1)C1=NC(=CC=C1)OC)N1C(CC(C1)C)(C)C